FC1=CC(=C(OC=2C(=NC=NC2)N2CC3(CNC3)C2)C=C1)C=1C(=NC=NC1)C(C)C 6-(5-(4-fluoro-2-(4-isopropylpyrimidin-5-yl)phenoxy)pyrimidin-4-yl)-2,6-diazaspiro[3.3]Heptane